O(CCC(=O)ON1C(CCC1=O)=O)CCC(=O)ON1C(CCC1=O)=O bis(2,5-dioxopyrrolidin-1-yl) 3,3'-oxydipropanoate